NCC(=O)[O-].[Cu+2].NCC(=O)[O-] copper glycinate